CC(C[C@@H](CC=O)NC(OC(C)(C)C)=O)C tert-butyl (S)-(5-methyl-1-oxohexan-3-yl)carbamate